[K+].C(CCC)S(=O)(=O)[O-] butyl-sulfonate potassium